OCCN1CCOCC1 N-hydroxyethylmorpholine